CC1(OB(OC1(C)C)C1=CC=C(C=C1)NC(C([2H])([2H])[2H])=O)C N-(4-(4,4,5,5-tetramethyl-1,3,2-dioxaborolan-2-yl)phenyl)acetamide-2,2,2-d3